tert-butyl (S)-(1-(4-(4-isopropyl-5-(8-methoxy-[1,2,4]triazolo[1,5-a]pyridin-6-yl)-1-((2-(trimethylsilyl)ethoxy) methyl)-1H-pyrazol-3-yl)phenyl)ethyl)(methyl)carbamate C(C)(C)C=1C(=NN(C1C=1C=C(C=2N(C1)N=CN2)OC)COCC[Si](C)(C)C)C2=CC=C(C=C2)[C@H](C)N(C(OC(C)(C)C)=O)C